N1=CC=C(C=C1)OC=1C=CNC1 (2S,4S)-4-[(pyridin-4-yl)oxy]pyrrol